(Z)-4-methoxy-N-phenylbenzohydrazonoylchloride COC1=CC=C(/C(=N/NC2=CC=CC=C2)/Cl)C=C1